(S)-N-Cyclobutyl-2-(4-(2-(1-cyclopropylethyl)-7-(methylsulfonyl)-1-oxoisoindolin-5-yl)pyridin-2-yl)-N,4-dimethyl-1H-imidazole-5-carboxamide, trifluoroacetate salt FC(C(=O)O)(F)F.C1(CCC1)N(C(=O)C1=C(N=C(N1)C1=NC=CC(=C1)C=1C=C2CN(C(C2=C(C1)S(=O)(=O)C)=O)[C@@H](C)C1CC1)C)C